N,N'-(Naphthalene-1,4-diyl)bis(2,6-difluorobenzenesulfonamide) C1(=CC=C(C2=CC=CC=C12)NS(=O)(=O)C1=C(C=CC=C1F)F)NS(=O)(=O)C1=C(C=CC=C1F)F